C1(=CC=CC=C1)C1=COC2=C1C(=CC=C2)C 3-phenyl-4-methylbenzofuran